C(=O)C1=CC=C2CCCN(C2=N1)C(=O)NC1=NC=C(C(=C1)OC(C)C)C#CC=1C=NC=NC1 7-formyl-N-(4-isopropoxy-5-(pyrimidin-5-ylethynyl)pyridin-2-yl)-3,4-dihydro-1,8-naphthyridine-1(2H)-carboxamide